3-Ethyl-7-((4-(2-methyl-1-oxoisoindolin-5-yl)piperazin-1-yl)methyl)-1,5-naphthyridin-2(1H)-one C(C)C=1C(NC2=CC(=CN=C2C1)CN1CCN(CC1)C=1C=C2CN(C(C2=CC1)=O)C)=O